C(C)(=O)N1CCN(CC1)C1=NC(=NC=C1)C1=CN=C2N1C=C(N=C2)C#N 3-(4-(4-Acetylpiperazin-1-yl)pyrimidin-2-yl)imidazo[1,2-a]pyrazine-6-carbonitrile